1-(3-(tert-butyl)-1-methyl-1H-pyrazol-5-yl)-3-(2-(thieno[3,2-d]pyrimidine-4-carbonyl)-2-azaspiro[3.3]heptan-6-yl)urea C(C)(C)(C)C1=NN(C(=C1)NC(=O)NC1CC2(CN(C2)C(=O)C=2C3=C(N=CN2)C=CS3)C1)C